CN(C)CC1=CC(=NC=C1)NC=1SC2=C(N1)C=CC(=C2)C2=CC=NC=C2 N-(4-((dimethylamino)methyl)pyridin-2-yl)-6-(pyridin-4-yl)benzo[d]thiazol-2-amine